FC1(CN(CCC1)C=1C=2N(N=C(C1)C=1C(NC(NC1)=O)=O)C=CN2)F 5-(8-(3,3-difluoropiperidin-1-yl)imidazo[1,2-b]pyridazin-6-yl)pyrimidine-2,4(1H,3H)-dione